methoxypyridine-4-sulfonamide COC1=NC=CC(=C1)S(=O)(=O)N